ClC1=C(N=C2N(C1=O)C=CC=C2C2=CC=C(C=C2)C(=O)N2CCOCC2)C(F)(F)F 3-chloro-9-(4-(morpholin-4-ylcarbonyl)phenyl)-2-(trifluoromethyl)-4H-pyrido[1,2-a]pyrimidin-4-one